OC1(CC1)C1=NNC(=N1)C1CC2(CN(C2)C(=O)N2CC(C2)C23CC(C2)(C3)C3=CC(=CC=C3)OC(F)(F)F)C1 [6-[3-(1-hydroxycyclopropyl)-1H-1,2,4-triazol-5-yl]-2-azaspiro[3.3]heptan-2-yl]-[3-[3-[3-(trifluoromethoxy)phenyl]-1-bicyclo[1.1.1]pentanyl]azetidin-1-yl]methanone